2-[4-(3-chlorophenyl)pyrazol-1-yl]-6-(1-methylpyrazol-3-yl)-4-morpholino-furo[3,2-d]pyrimidine ClC=1C=C(C=CC1)C=1C=NN(C1)C=1N=C(C2=C(N1)C=C(O2)C2=NN(C=C2)C)N2CCOCC2